C[C@@H](C(=O)OCC)CCC |r| (+-)-ethyl 2-methylpentanoate